CN([C@H]([C@H](C)NC1=NN(C(C2=C1N=CC=C2)=O)C)C2=CC=C(C(=O)N1CCC3(CCN(CC3)C3=CC=C(C=C3)C3C(NC(CC3)=O)=O)CC1)C=C2)C 3-(4-(9-(4-((1S,2S)-1-(dimethylamino)-2-((6-methyl-5-oxo-5,6-dihydropyrido[2,3-d]pyridazin-8-yl)amino)propyl)benzoyl)-3,9-diazaspiro[5.5]undecan-3-yl)phenyl)-piperidine-2,6-dione